FC(C1=CC=CC(=N1)C(=O)N)(F)F 6-(trifluoromethyl)-2-pyridinecarboxamide